tert-butyl ((3S,6S,10aS)-3-(6-(6-methylpyridin-3-yl)-5,7-dioxo-4,6-diazaspiro[2.4]heptane-4-carbonyl)-5-oxodecahydropyrrolo[1,2-a]azocin-6-yl)carbamate CC1=CC=C(C=N1)N1C(N(C2(CC2)C1=O)C(=O)[C@@H]1CC[C@H]2N1C([C@H](CCCC2)NC(OC(C)(C)C)=O)=O)=O